phenyl-carbamic acid 4-tert-butylphenyl ester C(C)(C)(C)C1=CC=C(C=C1)OC(NC1=CC=CC=C1)=O